neopentyl ((((2R)-3-oxo-1-azabicyclo[2.2.1]heptan-2-yl)methoxy)(phenoxy)phosphoryl)-L-alaninate O=C1[C@H](N2CCC1C2)COP(=O)(OC2=CC=CC=C2)N[C@@H](C)C(=O)OCC(C)(C)C